ClC1=CC=C(C=C1)/C(=C\C1=CC=C(C=C1)Cl)/C1=NC2=CC=CC=C2C=C1 (E)-2-(1,2-bis(4-chlorophenyl)vinyl)quinoline